3a,7β-dihydroxy-5β-cholestan O[C@H]1C[C@H]2C[C@@H]([C@H]3[C@@H]4CC[C@H]([C@@H](CCCC(C)C)C)[C@]4(CC[C@@H]3[C@]2(CC1)C)C)O